tert-butyl 3-(2-bromophenyl)-3-fluoropiperidine-1-carboxylate BrC1=C(C=CC=C1)C1(CN(CCC1)C(=O)OC(C)(C)C)F